2-(2,5-dihydroxy-3-sulfobenzamido)isophthalic acid OC1=C(C(=O)NC2=C(C(=O)O)C=CC=C2C(=O)O)C=C(C=C1S(=O)(=O)O)O